NC/C(/COC1=NC=2CCN(CC2C=C1)C1CC1)=C/F (Z)-2-((2-(aminomethyl)-3-fluoroallyl)oxy)-6-cyclopropyl-7,8-dihydro-1,6-naphthyridin